C(C1=CC=CC=C1)OC(=O)N[C@H](C(=O)NCC=1C=C(OCCC2CN(CCC2)C(=O)OC(C)(C)C)C=CC1F)CCC1=CC=CC=C1 tert-butyl 3-(2-(3-(((S)-2-(((benzyloxy)carbonyl)amino)-4-phenylbutanamido)methyl)-4-fluorophenoxy)ethyl)piperidine-1-carboxylate